C(C)OC(=O)C1=NC(=NN1CC1=CC=CC=C1)C1=CC(=CC=C1)C=1OC(=CN1)C(N[C@@H](C)C1CC1)=O (S)-Ethyl-1-benzyl-3-(3-(5-((1-cyclopropylethyl) carbamoyl) oxazol-2-yl) phenyl)-1H-1,2,4-triazole-5-carboxylate